CCCCCCCCCCCCCCCCC methyl-hexadecan